1-(3-((2-methylquinazolin-4-yl)oxy)propyl)-4-(trifluoromethyl)piperidin-4-ol CC1=NC2=CC=CC=C2C(=N1)OCCCN1CCC(CC1)(O)C(F)(F)F